NC=1N=C(C=C2C=C(N=CC12)NC(=O)C=1C=NN(C1)C1CCNCC1)C=1C=NC=CC1CC 1-piperidin-4-yl-1H-pyrazole-4-carboxylic acid [8-amino-6-(4-ethylpyridin-3-yl)-[2,7]Naphthyridine-3-yl]Amide